C(#N)C(C)(C)C1=CC(=NC=C1)C(=O)NC1=CC(=C(C(=C1)C=1C=NC2=CC(=NC=C2C1)NC)F)F 4-(2-cyanoprop-2-yl)-N-(3,4-difluoro-5-(7-(methylamino)-1,6-naphthyridin-3-yl)phenyl)pyridineamide